FC(C(=O)OCC)(C1=CSC(=C1)C(F)(F)F)F ethyl difluoro[5-(trifluoromethyl)thiophen-3-yl]acetate